(1,2-benzoxazol-5-yl)-2-nitrobenzenesulfonamide O1N=CC2=C1C=CC(=C2)C=2C(=C(C=CC2)S(=O)(=O)N)[N+](=O)[O-]